CC=1OC(=C(N1)C=1C=C(C=CC1)C)C1C2=CC=CC=C2OC=2C=CC=CC12 2-Methyl-4-(m-tolyl)-5-(9H-xanthen-9-yl)oxazole